CC(CN1CCN(CC1)C1=NC(=NC=C1)C1=CN=C2N1C=C(N=C2)C(F)(F)F)(C)O 2-Methyl-1-(4-(2-(6-(trifluoromethyl)imidazo[1,2-a]pyrazin-3-yl)pyrimidin-4-yl)piperazin-1-yl)propan-2-ol